FC=1C=C2C(CC3(N(C2=CC1)C)CCN(CC3)C(=O)NCC3=CC(=C(C=C3)F)NCCO)=O 6'-fluoro-N-(4-fluoro-3-((2-hydroxyethyl)amino)benzyl)-1'-methyl-4'-oxo-3',4'-dihydro-1'H-spiro[piperidine-4,2'-quinoline]-1-carboxamide